C(C1=CC=CC=C1)N(C(=O)C1=NOC2=C1C=CC=C2)C2CCN(CC2)CCCC N-benzyl-N-(1-butylpiperidin-4-yl)benzo[d]isoxazole-3-carboxamide